FC=1C=C(C=CC1OC1=C2C(=NC=C1)NC(N2C(C)C)=O)C2=NN(C(=C2C(=O)N)C(F)(F)F)C2=NC=CC(=C2)F (3-fluoro-4-((1-isopropyl-2-keto-2,3-dihydro-1H-imidazo[4,5-b]pyridin-7-yl)oxy)phenyl)-1-(4-fluoropyridin-2-yl)-5-(trifluoromethyl)-1H-pyrazole-4-carboxamide